FC=1C(=NC(=NC1)NC1=C(C(=CC=C1)S(=O)(=O)C)F)C1=CNC2=C(C=CC=C12)NC([C@H](COC)N1CCN(CCC1)C)=O (S)-N-(3-(5-fluoro-2-((2-fluoro-3-(methyl-sulfonyl)phenyl)amino)pyrimidin-4-yl)-1H-indol-7-yl)-3-methoxy-2-(4-methyl-1,4-diazepan-1-yl)propanamide